methyl 2-(1-(cyclopropylmethyl)-7-(piperidin-4-yl)-1H-indol-2-yl)-4-methoxy-3-methylpyrazolo[1,5-a]pyridine-6-carboxylate C1(CC1)CN1C(=CC2=CC=CC(=C12)C1CCNCC1)C1=NN2C(C(=CC(=C2)C(=O)OC)OC)=C1C